NC1=NNC(=C1)CC(=O)NC1=CC(=CC=C1)F 2-(3-amino-1H-pyrazol-5-yl)-N-(3-fluorophenyl)acetamide